1-[4-(2,3-dimethylphenyl)piperazin-1-yl]-2-[(3bR,4aR)-3-(4-hydroxy-2,2-dimethylpiperidine-1-carbonyl)-3b,4,4a,5-tetrahydro-1H-cyclopropa[3,4]cyclopenta[1,2-c]pyrazol-1-yl]ethan-1-one CC1=C(C=CC=C1C)N1CCN(CC1)C(CN1N=C(C2=C1C[C@@H]1[C@H]2C1)C(=O)N1C(CC(CC1)O)(C)C)=O